2-cyclopropyl-5-formylbenzonitrile C1(CC1)C1=C(C#N)C=C(C=C1)C=O